S1C=CC2=C1C=C[Se]2 Thienoselenophen